ClC=1C(=NC(=CC1)Cl)C1=CC(=C(C=C1)CC=1N(C2=C(N1)C=CC(=C2)C(=O)OC)CCOC)F.CN(CCNCC2=C(N=C(S2)N)C2=CC=C(C=C2)Cl)C dimethyl-N'-(2-amino-4-(4-chlorophenyl) thiazol-5-yl-methyl) ethylenediamine Methyl 2-[[4-(3,6-dichloro-2-pyridyl)-2-fluoro-phenyl]methyl]-3-(2-methoxyethyl)benzimidazole-5-carboxylate